FC1([C@@H](O[C@@H]([C@H]1O)CO)N1C(N=C(C=C1)NC(OCC=1OC2=C(C1)C=C(C=C2OC)OC)=O)=O)F (5,7-di(methoxy)benzofuran-2-yl)methyl (1-((2R,4R,5R)-3,3-difluoro-4-hydroxy-5-(hydroxymethyl)tetrahydrofuran-2-yl)-2-oxo-1,2-dihydropyrimidin-4-yl)carbamate